N1C(=CC2=CC=CC=C12)CC=O indol-ethanone